C(#N)C1=C(C(=C(C(=C1)C(C)C)NC(=O)N=[S@@](=O)(N)C1=CN=C(S1)C(C)(C)O)C(C)C)F (S)-N'-(4-cyano-3-fluoro-2,6-diisopropylphenylcarbamoyl)-2-(2-hydroxypropan-2-yl)thiazole-5-sulfonimidamide